N-methyl-N-[(3S)-1-(7-phenyl-5,6,7,8-tetrahydro-1,8-naphthyridine-3-carbonyl)pyrrolidin-3-yl]acetamide CN(C(C)=O)[C@@H]1CN(CC1)C(=O)C=1C=NC=2NC(CCC2C1)C1=CC=CC=C1